C1O[NH+](CC2=C1C=CC=C2)[O-] 1,4-dihydro-2,3-benzoxazine 3-oxide